(R)-6-chloro-N-(N,N-dimethylsulfamoyl)-3-((1-(2-(5-fluoroisoindolin-2-yl)-3,6-dimethyl-4-oxo-3,4-dihydroquinazolin-8-yl)ethyl)amino)picolinamide ClC1=CC=C(C(=N1)C(=O)NS(N(C)C)(=O)=O)N[C@H](C)C=1C=C(C=C2C(N(C(=NC12)N1CC2=CC=C(C=C2C1)F)C)=O)C